COC(=O)NNC1CCC(CC1)C(=O)OCC Ethyl 4-(2-methoxycarbonylhydrazino)cyclohexanecarboxylate